distearyltin bis(benzylmaleate) C(C1=CC=CC=C1)/C(/C(=O)[O-])=C/C(=O)[O-].C(C1=CC=CC=C1)/C(/C(=O)[O-])=C/C(=O)[O-].C(CCCCCCCCCCCCCCCCC)[Sn+4]CCCCCCCCCCCCCCCCCC